NC1=C2N=CN(C2=NC(=N1)F)[C@H]1C[C@@H]([C@@](O1)(C#C)COP(=O)(OC1=CC=CC=C1)N[C@@H](CC1=CC=CC=C1)C(=O)OC(CCCCCCCCCCC)CCCCCCCCCCC)O Tricosan-12-yl ((((2R,3S,5R)-5-(6-amino-2-fluoro-9H-purin-9-yl)-2-ethynyl-3-hydroxytetra-hydrofuran-2-yl)methoxy)-(phenoxy)phosphoryl)-L-phenylalaninate